C(C)(C)(C)OC(=O)NC1=NC=CC(=C1)N1C=C(C(C2=CC(=C(C=C12)F)F)=O)C(=O)OCC ethyl 1-{2-[(tert-butoxycarbonyl)amino]pyridin-4-yl}-6,7-difluoro-4-oxoquinoline-3-carboxylate